C[Si](C(C(=C)C)=O)(C(C(=C)C)=O)C1=CC=CC=C1 Methylphenyldi(isobutenoyl)silan